N1=C(C=CC=C1)SSCCN(C(CCC(=O)ON1C(CCC1=O)=O)=O)CCSSC1=NC=CC=C1 2,5-dioxopyrrolidin-1-yl 4-(bis(2-(pyridin-2-yldisulfanyl) ethyl) amino)-4-oxobutanoate